(R)-2-amino-5-(benzo[d][1,3]dioxol-5-yl)-4-oxo-4,5-dihydrofuran-3-yl-5-d phenylmethanesulfonate C1(=CC=CC=C1)CS(=O)(=O)OC1=C(O[C@](C1=O)([2H])C1=CC2=C(OCO2)C=C1)N